4-amino-6,8-dinitroquinazoline NC1=NC=NC2=C(C=C(C=C12)[N+](=O)[O-])[N+](=O)[O-]